N-ethyl-2'-(3-methyl-1H-pyrrolo[2,3-b]pyridin-5-yl)-5',6'-dihydrospiro[piperidine-4,4'-pyrrolo[1,2-b]pyrazole]-1-carboxamide C(C)NC(=O)N1CCC2(CCN3N=C(C=C32)C=3C=C2C(=NC3)NC=C2C)CC1